N-[(4R,5S)-3,3-difluoro-1-methyl-5-methyl-4-piperidyl]-6-{3-[4-(N-methylcarbamoyl)-2-anisidino]-1-propynyl}-1-(2,2,2-trifluoroethyl)-1H-1,3-benzimidazole-4-carboxamide FC1(CN(C[C@@H]([C@H]1NC(=O)C1=CC(=CC=2N(C=NC21)CC(F)(F)F)C#CCNC=2C(OC)=CC=C(C2)C(NC)=O)C)C)F